di-n-pentyl-ascorbate C(CCCC)C([C@@H]([C@@H]1C(=C(C(=O)O1)O)[O-])O)(O)CCCCC